tert-butyl (2S)-2-({[7-chloro-8-fluoro-4-hydroxy-2-(methylsulfanyl)pyrido[4,3-d]pyrimidin-5-yl]oxy}methyl)piperidine-1-carboxylate ClC1=C(C=2N=C(N=C(C2C(=N1)OC[C@H]1N(CCCC1)C(=O)OC(C)(C)C)O)SC)F